Octadecyl-methane C(CCCCCCCCCCCCCCCCC)C